1-(2-chlorophenyl)-N-[4-(2-oxo-2,3-dihydro-1H-naphtho[1,2-e][1,4]diazepin-5-yl)phenyl]methanesulfonamide ClC1=C(C=CC=C1)CS(=O)(=O)NC1=CC=C(C=C1)C=1C2=C(NC(CN1)=O)C1=CC=CC=C1C=C2